(1,3-bis(2,4,6-trimethylphenyl)-2-imidazolidinylidene)dichloro(phenylmethylene)tricyclohexylphosphine CC1=C(C(=CC(=C1)C)C)N1C(N(CC1)C1=C(C=C(C=C1C)C)C)=C1C(C(C(CC1)(P(C1CCCCC1)C1CCCCC1)Cl)=CC1=CC=CC=C1)Cl